tripropyleneglycol monomethyl ether COC(C)COC(C)COC(C)CO